Bis(glycidyloxy)tetramethyldisilaneN C(C1CO1)OC([Si](=[Si](C)C)C)OCC1CO1